6-chloro-1-isopropyl-9H-pyrido[3,4-b]indole ClC=1C=C2C3=C(NC2=CC1)C(=NC=C3)C(C)C